CC(C(F)(F)OC(C(C)(F)F)(F)F)(F)F methyl-1,1,2,2-tetrafluoroethylether